(S)-7-(2-(1'-methyl-[4,4'-bi-piperidin]-1-yl)pyrimidin-5-yl)-4-phenyl-3,4-dihydro-1H-benzo[4,5]imidazo[2,1-c][1,4]oxazine CN1CCC(CC1)C1CCN(CC1)C1=NC=C(C=N1)C1=CC2=C(N=C3COC[C@@H](N32)C3=CC=CC=C3)C=C1